tert-butyl 4-[7-({8-fluoro-2-methylimidazo[1,2-a]pyridin-6-yl}carbamoyl)-2-[2-(methanesulfonyloxy)propyl]indazol-4-yl]piperazine-1-carboxylate FC=1C=2N(C=C(C1)NC(=O)C1=CC=C(C3=CN(N=C13)CC(C)OS(=O)(=O)C)N1CCN(CC1)C(=O)OC(C)(C)C)C=C(N2)C